5-(1-{[(3S)-6-butoxy-3-methyl-3,4-dihydro-2-naphthalenyl]methyl}-3-azetidinyl)-1H-tetrazole C(CCC)OC=1C=C2C[C@@H](C(=CC2=CC1)CN1CC(C1)C1=NN=NN1)C